2-hydroxyethyl 4-((4'-(1,1,1,3,3,3-hexafluoro-2-hydroxypropan-2-yl)-[1,1'-biphenyl]-4-yl)methyl)-1-(pyridin-4-ylmethyl)piperazine-2-carboxylate FC(C(C(F)(F)F)(O)C1=CC=C(C=C1)C1=CC=C(C=C1)CN1CC(N(CC1)CC1=CC=NC=C1)C(=O)OCCO)(F)F